2,5-bis(4-hydroxy-3-chlorophenyl)-3-chloroselenophene OC1=C(C=C(C=C1)C=1[Se]C(=CC1Cl)C1=CC(=C(C=C1)O)Cl)Cl